(4R)-N-(3-bromo-2-methyl-phenyl)-4-(methylamino)-4,5,6,7-tetrahydropyrazolo[1,5-a]pyridine-2-carboxamide BrC=1C(=C(C=CC1)NC(=O)C1=NN2C([C@@H](CCC2)NC)=C1)C